C1(CC1)C1=NC=NC(=C1C=1N=C(C2=C(N1)N=CC(=C2)C)OCC2=CC=C(C=C2)C=2N(C=C(N2)C(F)(F)F)C)OC 2-(4-cyclopropyl-6-methoxy-pyrimidin-5-yl)-6-methyl-4-[[4-[1-methyl-4-(trifluoromethyl)imidazol-2-yl]phenyl]methoxy]pyrido[2,3-d]pyrimidine